FC12CC(C1)(C2)CNCC2=CC=1C=NC(=CC1N2)CN2N=NC(=C2)C=2C=1N(C=CC2)C=NC1 N-[(3-fluoro-1-bicyclo[1.1.1]pentyl)methyl]-1-[6-[(4-imidazo[1,5-a]pyridin-8-yltriazol-1-yl)methyl]-1H-pyrrolo[3,2-c]pyridin-2-yl]methylamine